C(C\C=C/CCCC)OC(CCCCCCC(=O)O)=O 8-[(Z)-oct-3-enoxy]-8-oxo-octanoic acid